(6S)-4-(7-(8-ethyl-7-fluoro-3-hydroxynaphthalen-1-yl)-6,8-difluoro-2-(((2R,7aS)-2-fluorotetrahydro-1H-pyrrolizin-7a(5H)-yl)methoxy)quinazolin-4-yl)-6-methyl-1,4-oxazepan-6-ol C(C)C=1C(=CC=C2C=C(C=C(C12)C1=C(C=C2C(=NC(=NC2=C1F)OC[C@]12CCCN2C[C@@H](C1)F)N1CCOC[C@](C1)(O)C)F)O)F